CC(C)C(CC(=O)O)(C(=O)O)O isopropylmalic acid